tert-Butyl (S)-5-chloro-2-((1-methoxy-1-oxo-3-(4-(trifluoromethyl)phenyl)propan-2-yl)carbamoyl)-1H-indole-1-carboxylate ClC=1C=C2C=C(N(C2=CC1)C(=O)OC(C)(C)C)C(N[C@H](C(=O)OC)CC1=CC=C(C=C1)C(F)(F)F)=O